sodium (E)-8-(2,2-dimethylcyclopropyl)oct-2-enoate CC1(C(C1)CCCCC/C=C/C(=O)[O-])C.[Na+]